O1C(=CC2=C1C=CC=C2)C2=CC=C(C=C2)NC(CC2CCOCC2)=O N-(4-(benzofuran-2-yl)phenyl)-2-(tetrahydro-2H-pyran-4-yl)acetamide